C(C)(C)(C)NCC(O)C1=C(C=C(C=C1)F)O 2-(2-(Tert-butylamino)-1-hydroxyethyl)-5-fluorophenol